C(C)OC(C(=CC1=C(C(=CC(=C1)OC)C)NC(C)=O)C)=O 3-(2-acetylamino-5-methoxy-3-methylphenyl)-2-methylacrylic acid ethyl ester